2-[7-[[5-(trifluoromethyl)pyrazin-2-yl]methyl]-2-azaspiro[3.5]nonane-2-carbonyl]-2,5-diazaspiro[3.4]octan-6-one FC(C=1N=CC(=NC1)CC1CCC2(CN(C2)C(=O)N2CC3(C2)NC(CC3)=O)CC1)(F)F